Tert-butyl (3S,5R)-4-(2-((3-((2,6-dioxopiperidin-3-yl) amino) phenyl) amino)-2-oxoethyl)-3,5-dimethylpiperazin-1-carboxylate O=C1NC(CCC1NC=1C=C(C=CC1)NC(CN1[C@H](CN(C[C@H]1C)C(=O)OC(C)(C)C)C)=O)=O